ethyl 3-amino-6-chloro-pyridine-2-carboxylate NC=1C(=NC(=CC1)Cl)C(=O)OCC